ClC=1C=C(C=CC1Cl)C(=O)N1[C@@H](C=2N(CC1)C(=NN2)C=2SC1=C(N2)C=CC(=C1)OC)C (R)-(3,4-Dichlorophenyl)(3-(6-methoxybenzo[d]thiazol-2-yl)-8-methyl-5,6-dihydro-[1,2,4]Triazolo[4,3-a]pyrazin-7(8H)-yl)methanone